O1C(C1)COC1=CC=C(C=C1)B(O)O 4-(oxiran-2-ylmethoxy)phenylboronic acid